N[C@@](C(=O)O)(CCCCB(O)O)C1CC(C1)NCC1=CC=C(C=C1)C1=CC=C(C=C1)F (S)-2-amino-6-borono-2-((1S,3R)-3-((4'-fluorobiphenyl-4-yl)methylamino)cyclobutyl)hexanoic acid